C(C)OC(=O)C=1N=NNC1OC1=CC=C(C=C1)N1N=CC=C1 5-(4-(1H-pyrazol-1-yl)phenoxy)-1H-1,2,3-triazole-4-carboxylic acid ethyl ester